ClC=1C(=CC(=C(C1)O)C(CC)O)F 5-chloro-4-fluoro-2-(1-hydroxypropyl)phenol